COC=1C=C2C=CC(=CC2=CC1)C=1N=CN(C1)C=1C=C2CN(C(C2=CC1)=O)C1C(N(C(CC1)=O)CC1=CC=C(C=C1)OC)=O 5-[4-(6-methoxynaphthalen-2-yl)imidazol-1-yl]-1-oxo-3H-isoindol-2-yl-1-[(4-methoxyphenyl)methyl]piperidine-2,6-dione